CN1NC2=NC3=CC=CC=C3C=C2C1=O 2-methyl-1,2-dihydro-3H-pyrazolo[3,4-b]quinolin-3-one